COC(=O)[C@H]1NC[C@@H]([C@H]1OC)F (2S,3S,4S)-4-fluoro-3-methoxypyrrolidine-2-carboxylic acid methyl ester